ClC1=C(C=C(C(=N1)C1CC1)NC(OC(C)(C)C)=O)F tert-butyl (6-chloro-2-cyclopropyl-5-fluoropyridin-3-yl)carbamate